(S)-tert-butyl 3-(((9H-fluoren-9-yl)methoxy)carbonylamino)-4-(3-(3-(3,4-dimethoxyphenyl)propanoyl)phenylamino)-4-oxobutanoate C1=CC=CC=2C3=CC=CC=C3C(C12)COC(=O)N[C@@H](CC(=O)OC(C)(C)C)C(=O)NC1=CC(=CC=C1)C(CCC1=CC(=C(C=C1)OC)OC)=O